2-(2-bromo-5-oxo-8-propan-2-ylpyrido[2,3-d]pyridazin-6-yl)-N-(5-fluoropyrimidin-4-yl)acetamide BrC=1C=CC2=C(C(=NN(C2=O)CC(=O)NC2=NC=NC=C2F)C(C)C)N1